FC(C1=NN2C(=NC=CC2=N1)C=1OC=CC1)F 2-(difluoromethyl)-5-(furan-2-yl)-[1,2,4]triazolo[1,5-c]pyrimidin